C(C)(=O)NC=1N=C2N(N=C(C=C2)C=2C(=C(C(=O)N[C@H](C)C3=C(C=CC(=C3)C(F)(F)F)F)C=CC2F)F)C1 3-{2-acetamidoimidazo[1,2-b]pyridazin-6-yl}-2,4-difluoro-N-[(1R)-1-[2-fluoro-5-(trifluoromethyl)phenyl]ethyl]benzamide